N1N=CC2=C1N=CC=C2C(=O)OCC ethyl 1H-pyrazolo[3,4-b]pyridine-4-carboxylate